CC1CN(CC=C1C1=C2C(=NC(=C1)NC(=O)C1CC1)NC=C2)C(CC(=O)N2CCOCC2)=O N-(4-(3-methyl-1-(3-morpholino-3-oxopropanoyl)-1,2,3,6-tetrahydropyridin-4-yl)-1H-pyrrolo[2,3-b]pyridin-6-yl)cyclopropylcarboxamide